ClC=1C(=NC(=NC1)NC1=CC(=C2CCN(CC2=C1)C)C1CC1)N1C=C(C2=CC=CC=C12)CO (1-(5-chloro-2-((5-cyclopropyl-2-methyl-1,2,3,4-tetrahydroisoquinolin-7-yl)amino)pyrimidine-4-yl)indol-3-yl)methanol